NC1=C(C(=C(C=C1Cl)Cl)F)C1=C2C(=C(C(N(C2=NC=C1Cl)C=1C(=NC=CC1C)C(C)C)=O)C#N)N1CCN(CC1)CC#CC (2-amino-3,5-dichloro-6-fluorophenyl)-4-(4-(2-butynyl)piperazin-1-yl)-6-chloro-1-(2-isopropyl-4-methylpyridin-3-yl)-2-oxo-1,2-dihydro-1,8-naphthyridine-3-carbonitrile